(S)-2-Amino-3-hydroxy-N-(2,3,4-tris(2-hydroxy-ethoxy)phenethyl)propanamide N[C@H](C(=O)NCCC1=C(C(=C(C=C1)OCCO)OCCO)OCCO)CO